2-({7-amino-4-[3-(4,5-dihydro-1,3-oxazol-2-yl)-1H-indazol-5-yl]-1-oxo-2,3-dihydro-1H-isoindol-2-yl}methyl)prop-2-enenitrile NC=1C=CC(=C2CN(C(C12)=O)CC(C#N)=C)C=1C=C2C(=NNC2=CC1)C=1OCCN1